N[C@H](C(=O)O)CC1=CC=C(C=C1)C=1C=NN(C1)CCCN (S)-2-amino-3-(4-(1-(3-aminopropyl)-1H-pyrazol-4-yl)phenyl)propanoic acid